C1(=CC(=CC(=C1)CNCCCNC(C)C)CNCCCNC(C)C)CNCCCNC(C)C N1,N1',N1''-(benzene-1,3,5-triyltris(methylene))tris(N3-isopropylpropane-1,3-diamine)